2-(4-methoxyphenyl)-3-oxobutanoic acid ethyl ester C(C)OC(C(C(C)=O)C1=CC=C(C=C1)OC)=O